OC1CC(CN(CC1)C(=O)OCC1=CC=CC=C1)S(=O)(=O)C benzyl 5-hydroxy-3-methylsulfonyl-azepane-1-carboxylate